C(C1=CC=CC=C1)OCOCCCC(CC(CC(CC(CC(CC(CC(CC(C)O)C)C)C)C)C)C)C 18-hydroxy-4,6,8,10,12,14,16-heptamethylnonadecyl benzyloxymethyl ether